5-amino-1-isopropyl-N3-(5-(2-(4-methoxyphenyl)acetamido)pyridin-3-yl)-1H-pyrazole-3,4-dicarboxamide NC1=C(C(=NN1C(C)C)C(=O)NC=1C=NC=C(C1)NC(CC1=CC=C(C=C1)OC)=O)C(=O)N